(E)-N-((8-((tert-butyldimethylsilyl)oxy)-4-methoxynaphthalen-1-yl)methylene)benzenesulfonamide [Si](C)(C)(C(C)(C)C)OC=1C=CC=C2C(=CC=C(C12)\C=N\S(=O)(=O)C1=CC=CC=C1)OC